2,5-dihydro-1,3-oxaazepine O1CN=CCC=C1